CC(CN1CCN(CC1)C1=NC=C(C=N1)B(O)O)C {2-[4-(2-methylpropyl)piperazin-1-yl]pyrimidin-5-yl}boronic acid